C(N)(O[C@]1(C[C@H](CCC1)C(NC1=NC=C(C(=C1)C1=CC2=C(N(N=C2C(=C1)F)C)C(C)C)Cl)=O)C1CCOCC1)=O tetrahydro-2H-pyran-4-yl-((1R,3S)-3-((5-chloro-4-(7-fluoro-3-isopropyl-2-methyl-2H-indazol-5-yl) pyridin-2-yl) carbamoyl) cyclohexyl) carbamate